3-((4,4-bis(((Z)-oct-5-en-1-yl)oxy)butanoyl)oxy)-2-(hydroxymethyl)propyl (3-pentyloctyl) adipate C(CCCCC(=O)OCCC(CCCCC)CCCCC)(=O)OCC(COC(CCC(OCCCC\C=C/CC)OCCCC\C=C/CC)=O)CO